3-(cis-2-(1H-1,2,3-triazol-1-yl)cyclobutyl)-4-chloroaniline N1(N=NC=C1)[C@@H]1[C@@H](CC1)C=1C=C(N)C=CC1Cl